C1(=C(C=CC=C1)C1=C(C2=C([Se]C3=C2C=CC=C3)C=C1)C1=C(C=CC=C1)C1=NN=NC(=C1C1=CC=CC=C1)C1=C(C=CC=C1)C1=CC=CC=C1)C1=CC=CC=C1 (biphenylyl){[(biphenylyl)phenyltriazinyl]Phenyl}dibenzoselenophene